ClC=1C(=CC(=C(C1)S(=O)(=O)NC1=NC(=CC=C1)F)F)NC(CC)C1=CC=CC=C1 5-chloro-2-fluoro-N-(6-fluoropyridin-2-yl)-4-((1-phenylpropyl)amino)benzenesulfonamide